[C@H]12CC(C[C@H](CC1)O2)O[C@@H](C(=O)OC)C2=C(C=CC=C2)OC(F)F methyl (R)-2-(((1R,3s,5S)-8-oxabicyclo[3.2.1]octan-3-yl)oxy)-2-(2-(difluoromethoxy)phenyl)acetate